C(C)OCOCCCC(C)[Li] 4-ethoxymethoxy-1-methylbutyl-lithium